1-(1-methoxyisoquinolin-5-yl)-5-(trifluoromethyl)-1H-pyrazole-4-carbonitrile COC1=NC=CC2=C(C=CC=C12)N1N=CC(=C1C(F)(F)F)C#N